CC(=O)N[C@@H](CC(=O)[O-])C(=O)[O-] The molecule is a doubly-charged N-acyl-L-alpha-amino acid anion resulting from deprotonation of both carboxy groups of N-acetyl-L-aspartic acid. It has a role as an antioxidant, a human metabolite, a mouse metabolite and a rat metabolite. It is a N-acyl-L-alpha-amino acid anion and a dicarboxylic acid dianion. It derives from a L-aspartate(2-). It is a conjugate base of a N-acetyl-L-aspartic acid.